C1(=CC=CC2=CC=CC=C12)NC1=CC=CC=C1 (naphthalen-1-yl)aniline